(1S,2R,3R,5R)-2-fluoro-1,5-dimethyl-8-azabicyclo[3.2.1]octan F[C@H]1[C@@]2(CC[C@](CC1)(N2)C)C